C(C)(C)(C)OC(=O)N1CC(OCC1)C1=NC=C(C=C1)C Tert-butyl-2-(5-methylpyridin-2-yl)morpholin-4-carboxylate